C(C)(C)(C)OC(N(C1=C2C(=NC(=N1)C)N(N=C2)[C@@H]2C=C([C@H]1OC(O[C@H]12)(C)C)C=O)C(=O)OC(C)(C)C)=O (Tert-Butoxycarbonyl)(1-((3aS,4R,6aR)-6-formyl-2,2-dimethyl-3a,6a-dihydro-4H-cyclopenta[d][1,3]dioxol-4-yl)-6-methyl-1H-pyrazolo[3,4-d]pyrimidin-4-yl)carbamic acid tert-butyl ester